tert-butyl N-[[1-[2-[tert-butyl(dimethyl)silyl]oxyethyl]pyrazol-4-yl]methyl]carbamate tert-butyl-((1H-pyrazol-4-yl)methyl)carbamate C(C)(C)(C)N(C(O)=O)CC=1C=NNC1.[Si](C)(C)(C(C)(C)C)OCCN1N=CC(=C1)CNC(OC(C)(C)C)=O